(1s,3s)-3-(benzyloxy)-1-hydroxycyclobutane-1-carboxylic acid C(C1=CC=CC=C1)OC1CC(C1)(C(=O)O)O